COC(C=1C(C(=O)OC)=C(C=CC1)Br)=O bromo-phthalic acid dimethyl ester